N1(C2=C(OCC1)N=C1C(=C2)C=CN1)C1=C(C(=O)O)C=CC(=C1)N1CCC2(CC(C2)N2[C@@H](CCC2)C2=C(C=CC=C2)C(C)C)CC1 (S)-2-(2,3-Dihydropyrrolo[3',2':5,6]pyrido[2,3-b][1,4]oxazin-1(6H)-yl)-4-(2-(2-(2-isopropylphenyl)pyrrolidin-1-yl)-7-azaspiro[3.5]non-7-yl)benzoic acid